(3R)-5-[6-(difluoromethyl)-5-methyl-3-pyridyl]-9-fluoro-3-methyl-spiro[3H-1,4-benzoxazepine-2,1-cyclopropane] FC(C1=C(C=C(C=N1)C1=N[C@@H](C2(CC2)OC2=C1C=CC=C2F)C)C)F